FC(OC1=C(C=CC=C1)C=1C=C2C=CC(=NC2=CC1)N1CCC(CC1)C(=O)OCC)(F)F ethyl 1-(6-(2-(trifluoromethoxy)phenyl)quinolin-2-yl)piperidine-4-carboxylate